3-fluoro-N-(5-((1s,3s)-3-(4-(trifluoromethyl)phenyl)cyclobutoxy)-1H-indol-3-yl)picolinamide FC=1C(=NC=CC1)C(=O)NC1=CNC2=CC=C(C=C12)OC1CC(C1)C1=CC=C(C=C1)C(F)(F)F